di(1,3-dimethylbutyl) sulfosuccinate S(=O)(=O)(O)C(C(=O)OC(CC(C)C)C)CC(=O)OC(CC(C)C)C